methyl 8-bromo-9-(4-((1-(3-fluoropropyl)pyrrolidin-3-ylidene)methyl)phenyl)-6,7-dihydro-5H-benzo[7]annulene-3-carboxylate BrC=1CCCC2=C(C1C1=CC=C(C=C1)C=C1CN(CC1)CCCF)C=CC(=C2)C(=O)OC